C(C)(=O)OCCC1=C(C(=CC=C1)O)OCOC 2-(3-Hydroxy-2-(methoxymethoxy)phenyl)ethyl acetate